ClC1=CC(=NC=C1)NC(CC1=C(C=CC=C1)OC)=O N-(4-chloropyridin-2-yl)-2-(2-methoxyphenyl)acetamide